ON1C(C(C2=CC=CC=C12)C)=O hydroxy-3-methylindolin-2-one